FC1=CC=2N(C=C1)C(=CN2)C2=C1CNC(C1=C(C=C2)NC2=NC(=C(C=C2)[C@H]2COCC2)CNC)=O (S)-4-(7-fluoroimidazo[1,2-a]pyridin-3-yl)-7-((6-((methylamino)methyl)-5-(tetrahydrofuran-3-yl)pyridin-2-yl)amino)isoindolin-1-one